C(C)(C)(C)OC(=O)N[C@@H](C(=O)N[C@@H](C(=O)NC=1C=CC(=C(CN(C(OCC#C)=O)C)C1)COC(N(CCNC)C)=O)CCCNC(=O)N)C(C)C prop-2-yn-1-yl (5-((R)-2-((R)-2-((tert-butoxycarbonyl)amino)-3-methylbutanamido)-5-ureidopentanamido)-2-(((methyl(2-(methylamino)ethyl)carbamoyl)oxy)methyl)benzyl)(methyl)carbamate